2-((2-(6-(4-fluorophenethoxy)-1H-indol-1-yl)ethyl)amino)-2-methylpropan-1-ol FC1=CC=C(CCOC2=CC=C3C=CN(C3=C2)CCNC(CO)(C)C)C=C1